6-(6-cyclopropylpyrazolo[1,5-a]pyrimidin-3-yl)-N-((3S,4S)-4-fluoropyrrolidin-3-yl)pyridin-2-amine C1(CC1)C=1C=NC=2N(C1)N=CC2C2=CC=CC(=N2)N[C@H]2CNC[C@@H]2F